BrC=1C=NN2C1N=C1C(=C2Cl)CN(C12CCCC2)CC(=O)OC Methyl 2-(3'-bromo-8'-chlorospiro[cyclopentane-1,5'-pyrazolo[1,5-a]pyrrolo[3,4-d]pyrimidine]-6'(7'H)-yl)acetate